CC1=C(C(=C(C(=C1C=CC(=O)O)C)C)C)C pentamethyl-cinnamic acid